[NH4+].C(CCCCCCCCCCCCCCCCCCCCCC)(=O)[O-] tricosylate ammonium